1-ethyl-3-hydroxymethylpyridinium C(C)[N+]1=CC(=CC=C1)CO